NC1=C(C=CC(=C1)C1=NNC(CC1C)=O)NC(=O)C1(CC1)C1=CC=C(C=C1)OC N-[2-amino-4-(4-methyl-6-oxo-1,4,5,6-tetrahydropyridazin-3-yl)phenyl]-1-(4-methoxyphenyl)cyclopropane-1-carboxamide